tert-butyl N-[(2S)-4-methyl-1-({4'-propyl-[1,1'-biphenyl]-4-yl}amino)pentan-2-yl]carbamate CC(C[C@@H](CNC1=CC=C(C=C1)C1=CC=C(C=C1)CCC)NC(OC(C)(C)C)=O)C